tert-butyl ((1S,2R,5S)-1'-(3-(3,4-dihydro-1,5-naphthyridin-1(2H)-yl)-1H-pyrazolo[3,4-b]pyrazin-6-yl)spiro[bicyclo[3.1.0]hexane-3,4'-piperidin]-2-yl)carbamate N1(CCCC2=NC=CC=C12)C1=NNC2=NC(=CN=C21)N2CCC1(CC2)[C@@H]([C@H]2C[C@H]2C1)NC(OC(C)(C)C)=O